C(C)N1CC=2C(=NC=CC2C1=O)F 2-ethyl-4-fluoro-3H-pyrrolo[3,4-c]pyridin-1-one